FC=1C=C(C=CC1)C1=CC=2C(=C(N=NC2NC2CNCCC2)C(=O)N)S1 2-(3-fluorophenyl)-4-(3-piperidinylamino)-thieno[2,3-d]pyridazine-7-carboxylic acid amide